C(C1=CC=CC=C1)(=O)OC(C(=O)O)C(C(=O)O)OC(C1=CC=CC=C1)=O 2,3-bis(benzoyloxy)-butanedioic acid